TRI-ETHYLTHIANE C(C)C1C(SCCC1)(CC)CC